CC(C(=O)N1[C@H](COC2=C(C1)C(=CC(=C2)C(=O)[O-])F)C)(C)C (3S)-4-(2,2-dimethylpropanoyl)-6-fluoro-3-methyl-3,5-dihydro-2H-1,4-benzoxazepine-8-carboxylate